(R)-5-(2-(dimethylamino)ethoxy)-N-(1-(3-(1-ethyl-1H-pyrazol-3-yl)-5-(1-(methyl-d3)-1H-pyrazol-4-yl)phenyl)ethyl)-2-methylbenzamide CN(CCOC=1C=CC(=C(C(=O)N[C@H](C)C2=CC(=CC(=C2)C=2C=NN(C2)C([2H])([2H])[2H])C2=NN(C=C2)CC)C1)C)C